(NE)-2-methyl-N-[1-[3-(4-methyl-5-oxo-1,3,4-oxadiazin-2-yl)pyrazin-2-yl]ethylidene]propane-2-sulfinamide CC(C)(C)S(=O)/N=C(\C)/C1=NC=CN=C1C=1OCC(N(N1)C)=O